P(OC1=CC=C(C=C1)C=C)([O-])=O.[Na+] sodium (4-vinylphenyl) phosphonate